N-(2-Aminoethyl)-5-chloroisoquinoline-8-sulphonamide dihydrochloride Cl.Cl.NCCNS(=O)(=O)C=1C=CC(=C2C=CN=CC12)Cl